diisotridecyl Sulfosuccinate (diisotridecyl Sulfosuccinate) C(CCCCCCCCCC(C)C)C(C(C(=O)O)S(=O)(=O)O)(C(=O)O)CCCCCCCCCCC(C)C.S(=O)(=O)(O)C(C(=O)OCCCCCCCCCCC(C)C)CC(=O)OCCCCCCCCCCC(C)C